C(C)(C)(C)OC(=O)N1N(C(C(CC1)C)C(=O)O)C(=O)OC(C)(C)C 1,2-bis(tert-butoxycarbonyl)-4-methylhexahydropyridazine-3-carboxylic acid